Tert-butyl (((2R,6R)-morpholine-2,6-diyl)bis(methylene))dicarbamate N1C[C@@H](O[C@H](C1)CNC(OC(C)(C)C)=O)CNC([O-])=O